6-amino-4-((2-methyltetrahydrofuran-3-yl)thio)nicotinonitrile NC1=NC=C(C#N)C(=C1)SC1C(OCC1)C